5-((3-(3-(5-(tert-butyl)pyridin-2-yl)cyclopentyl)-1H-pyrazol-5-yl)amino)-4-fluoro-2,3-dihydrobenzo[d]isothiazole 1,1-dioxide C(C)(C)(C)C=1C=CC(=NC1)C1CC(CC1)C1=NNC(=C1)NC=1C=CC2=C(CNS2(=O)=O)C1F